NC1=CC(=C(OC2=C3C(=NC=C2)NC(N3C3CCN(CC3)C)=O)C=C1)F 7-(4-amino-2-fluorophenoxy)-1-(1-methylpiperidin-4-yl)-1,3-dihydro-2H-imidazo[4,5-b]pyridin-2-one